C(#N)C1(CC1)NS(=O)(=O)C1=CC=C2C3=C(NC2=C1)N=CN=C3N3CCN(CC3)C(=O)C3CC3 N-(1-cyanocyclopropyl)-4-(4-(cyclopropylcarbonyl)piperazin-1-yl)-9H-pyrimido[4,5-b]Indole-7-sulfonamide